C(C1=CC=CC=C1)SC1=CC(=NC=C1)CNC(=O)C=1C=C2[C@](COCC2=CC1)(C)C#N (R)-N-((4-(benzylthio)pyridin-2-yl)methyl)-4-cyano-4-methylisochroman-6-carboxamide